(4-((tert-butoxycarbonyl)amino)phenyl)propanoic acid C(C)(C)(C)OC(=O)NC1=CC=C(C=C1)C(C(=O)O)C